ClC1=C(CC2=NC3=C(N2CCOC)C=C(C=C3F)C(=O)O)C=C(C(=C1)C1=NC(=CC=C1)OCC=1SC(=NN1)OC)F 2-(2-chloro-5-fluoro-4-(6-((5-methoxy-1,3,4-thiadiazol-2-yl)methoxy)pyridin-2-yl)benzyl)-4-fluoro-1-(2-methoxyethyl)-1H-benzo[d]imidazole-6-carboxylic acid